ClC=1C=C(C=CC1Cl)NC(=O)[C@@H]1[C@H]2C[C@@H]([C@@H]([C@@H]1C1=CC=NC=C1)O2)O (1R,2S,3S,4R,5S)-N-(3,4-dichlorophenyl)-5-hydroxy-3-(pyridin-4-yl)-7-oxabicyclo[2.2.1]Heptane-2-carboxamide